(±)-3-((5,5'-Dimethyl-5,6-dihydro-[3,3'-bipyridin]-1(2H)-yl)methyl)oxetan-3-ol C[C@@H]1C=C(CN(C1)CC1(COC1)O)C=1C=NC=C(C1)C |r|